ClC=1C=CC=C2C=C(N=CC12)OS(=O)(=O)C(C(C(C(F)(F)F)(F)F)(F)F)(F)F 1,1,2,2,3,3,4,4,4-nonafluorobutane-1-sulfonic acid (8-chloro-3-isoquinolinyl) ester